(6-phenylpyridin-2-yl)(pyridin-2-yl)methanone C1(=CC=CC=C1)C1=CC=CC(=N1)C(=O)C1=NC=CC=C1